3-[2-[(tert-butyldimethylsilyl)oxy]ethyl]-5-methyl-2,4-dioxo-1-(2-phenylethyl)-1H,2H,3H,4H-thieno[2,3-d]pyrimidine-6-carboxylic acid [Si](C)(C)(C(C)(C)C)OCCN1C(N(C2=C(C1=O)C(=C(S2)C(=O)O)C)CCC2=CC=CC=C2)=O